2''-bromo-4-chloro-2-fluoro-1,1':2',1''-terphenyl BrC1=C(C=CC=C1)C=1C(=CC=CC1)C1=C(C=C(C=C1)Cl)F